(R)-8-(4-(bis(4-fluorophenyl)methyl)-2-methylpiperazin-1-yl)-5-methyl-6-oxo-5,6-dihydro-1,5-naphthyridine-2-carbonitrile FC1=CC=C(C=C1)C(N1C[C@H](N(CC1)C1=CC(N(C=2C=CC(=NC12)C#N)C)=O)C)C1=CC=C(C=C1)F